N-Boc-5-bromo-1,2,3,4-tetrahydroisoquinoline C(=O)(OC(C)(C)C)N1CC2=CC=CC(=C2CC1)Br